COC=1C=CC(=NC1)NC(C(C)(C)C)=O N-(5-methoxy-pyridin-2-yl)trimethylacetamide